sodium benzoate, calcium salt [Ca+2].C(C1=CC=CC=C1)(=O)[O-].[Na+].C(C1=CC=CC=C1)(=O)[O-].C(C1=CC=CC=C1)(=O)[O-]